Natrium nitrat [N+](=O)([O-])[O-].[Na+]